Ethyl 2-[acetyl(benzyl)amino]-4,7-dihydro-5H-spiro[1-benzothiophene-6,2'-[1,3]dioxolane]-3-carboxylate C(C)(=O)N(C=1SC2=C(C1C(=O)OCC)CCC1(OCCO1)C2)CC2=CC=CC=C2